cerium(III) trifluoromethanesulfonate FC(S(=O)(=O)[O-])(F)F.[Ce+3].FC(S(=O)(=O)[O-])(F)F.FC(S(=O)(=O)[O-])(F)F